N-(methyl-d3)-4-((6-methyl-5,6-dihydropyrimido[5,4-c]quinolin-7-yl)amino)pyridazine-3-carboxamide C(NC(=O)C=1N=NC=CC1NC1=CC=CC=2C3=C(CN(C12)C)C=NC=N3)([2H])([2H])[2H]